(2S)-N-((1S)-1-cyano-2-(4-(3-methyl-2-oxo-2,3,7,7a-tetrahydrobenzo[d]oxazol-5-yl)phenyl)ethyl)-6-methyl-1,4-oxazepan-2-carboxamide C(#N)[C@H](CC1=CC=C(C=C1)C1=CCC2C(N(C(O2)=O)C)=C1)NC(=O)[C@H]1OCC(CNC1)C